[N+](=O)([O-])C=1C(N(OC1)[N+](=O)[O-])([N+](=O)[O-])[N+](=O)[O-] Tetranitroisoxazole